benzyl-4-[2-(N-(2-fluorophenyl)anilino)-2-oxo-ethyl]piperidine-4-carboxylic acid C(C1=CC=CC=C1)N1CCC(CC1)(C(=O)O)CC(=O)N(C1=CC=CC=C1)C1=C(C=CC=C1)F